3-(3,5-di-t-butyl-4-hydroxyphenyl)propane C(C)(C)(C)C=1C=C(C=C(C1O)C(C)(C)C)CCC